NC1=NC2=C(C=3N1N=C(N3)C=3OC=CC3)SC(N2CCN2CCN(CC2)C2=C(C=C(C(=C2)[S@@](=O)C)F)F)=O (S)-5-amino-3-(2-(4-(2,4-difluoro-5-(methyl-sulfinyl)phenyl)piperazin-1-yl)ethyl)-8-(furan-2-yl)thiazolo[5,4-e][1,2,4]triazolo[1,5-c]pyrimidin-2(3H)-one